OCC(C)NC1=C(C(N(N=C1)CC1=CC=C(C=C1)OC)=O)C(F)(F)F 5-((1-hydroxy-propan-2-yl)amino)-2-(4-methoxybenzyl)-4-(trifluoromethyl)pyridazin-3(2H)-one